COC1=C(C=C(C=C1)C(F)(F)F)N1C(N([C@@H](C1)C#N)C1=CN=CC2=CC=C(C=C12)S(=O)(=O)C)=O (S)-1-(2-methoxy-5-(trifluoromethyl)phenyl)-3-(6-(methylsulfonyl)isoquinolin-4-yl)-2-oxoimidazoline-4-carbonitrile